3-(cyclopent-3-en-1-yl)-3-oxopropanenitrile C1(CC=CC1)C(CC#N)=O